CN(C(\C=C\C(=O)O)=O)CCCCCCCCCCCCCCCCCC N-methyl-N-n-octadecyl-fumaric acid amide